C(#N)C1=C(N=C2N1C=CC(=C2)C(=O)OC)C2=C(C=CC=C2C=2C(=NN(C2)C)F)F methyl 3-cyano-2-(2-fluoro-6-(3-fluoro-1-methyl-1H-pyrazol-4-yl)phenyl)imidazo[1,2-a]pyridine-7-carboxylate